2-[5-(trifluoromethyl)-3-pyridinyl]-1H-pyrrolo[2,3-b]Pyridine FC(C=1C=C(C=NC1)C1=CC=2C(=NC=CC2)N1)(F)F